The molecule is a one-carbon compound that is arsonous acid in which the hydrogen attached to arsenic is replaced by a methyl group. It has a role as a carcinogenic agent, a poison and a human xenobiotic metabolite. It is a member of arsonous acids and a one-carbon compound. It derives from an arsonous acid. It is a conjugate acid of a methylarsonite. C[As](O)O